diethyl 2,2-difluoropentanedioate FC(C(=O)OCC)(CCC(=O)OCC)F